C(CCCC)OC1=C(C=CC=C1)B(O)O [2-(PENTYLOXY)PHENYL]BORANEDIOL